C1(CC1)CC1=NN=C2N1C=CC(=C2C(F)(F)F)C2=CC(=C(C=C2)OC2=CC(=NC=C2)C)F 3-(cyclopropylmethyl)-7-[3-fluoro-4-[(2-methyl-4-pyridinyl)oxy]phenyl]-8-(trifluoromethyl)-1,2,4-triazolo[4,3-a]pyridine